2-Ethylhexyl 2-hydroxybenzoat OC1=C(C(=O)OCC(CCCC)CC)C=CC=C1